6-fluoro-N-[4-(4-methanesulfonylthiophen-2-yl)-5-(trifluoromethyl)pyrimidin-2-yl]-2,3-dihydro-1H-isoindol-5-amine FC1=C(C=C2CNCC2=C1)NC1=NC=C(C(=N1)C=1SC=C(C1)S(=O)(=O)C)C(F)(F)F